O=C1CCCC2=C(N1)C=CC(=C2)S(=O)(=O)Cl 2-oxo-2,3,4,5-tetrahydro-1H-benzo[b]azepine-7-sulfonyl chloride